((pyridin-2-ylmethyl)amino)nicotinamide N1=C(C=CC=C1)CNC1=C(C(=O)N)C=CC=N1